2-(2,6-dioxopiperidin-3-yl)-5-(1-(3-methyl-6-nitro-1H-indole-2-carbonyl)piperidin-4-yl)isoindoline-1,3-dione O=C1NC(CCC1N1C(C2=CC=C(C=C2C1=O)C1CCN(CC1)C(=O)C=1NC2=CC(=CC=C2C1C)[N+](=O)[O-])=O)=O